O1CCN(CC1)C1=NC(=NN2C1=CC(=C2)C(=O)O)N/N=C/C=2C=C(C=CC2)C 4-morpholino-2-[(2E)-2-(m-tolylmethylene)hydrazino]pyrrolo[2,1-f][1,2,4]triazine-6-carboxylic acid